bis(4-fluorophenyl)(6-methylpyridin-2-yl)phosphine oxide FC1=CC=C(C=C1)P(C1=NC(=CC=C1)C)(C1=CC=C(C=C1)F)=O